[Si](C)(C)(C)[NH-] TMS-amide